2-methyl-3-methoxycarbonyl-propionyl chloride CC(C(=O)Cl)CC(=O)OC